ClC1=C(C(=CC=C1C#N)Cl)NC=1N(C2=NC(=NC=C2N1)NC1CCOCC1)C1CCC(CC1)C(=O)N (1s,4s)-4-(8-(2,6-dichloro-3-cyanophenylamino)-2-(tetrahydro-2H-pyran-4-ylamino)-9H-purin-9-yl)cyclohexanecarboxamide